4-Fmocaminobenzenesulfonic acid C(=O)(OCC1C2=CC=CC=C2C2=CC=CC=C12)NC1=CC=C(C=C1)S(=O)(=O)O